BrC(C(=O)OC)C1=C(C=C(C=C1)C1=CC(=C(C=C1)F)F)F methyl 2-bromo-2-(3,3',4'-trifluoro-[1,1'-biphenyl]-4-yl)acetate